C1(C(=CC(C2=CC=CC=C12)=O)[N+]#N)=O 4-naphthoquinonediazonium